CC(C(CC(C(C=C)C(=O)O)C(=O)O)C(=O)O)C(=O)O oct-7-ene-2,3,5,6-tetracarboxylic acid